1-(2-hydroxyethyl)-4-hydroxy-2,2,6,6-tetramethylpiperidylethanol OCCN1C(C(C(CC1(C)C)O)C(C)O)(C)C